S1C(=NC2=C1C=CC=C2)NC2=C(C=C(N=N2)N(C=2SC=C(N2)C(=O)O)CCCN2CCOCC2)C 2-({6-[(1,3-Benzothiazol-2-yl)amino]-5-methylpyridazin-3-yl}[3-(morpholin-4-yl)propyl]amino)-1,3-thiazole-4-carboxylic acid